methyl (4-(((3R,4R)-1-(2-cyanoacetyl)-4-methylpiperidin-3-yl) (methyl) amino)-7H-pyrrolo[2,3-d]pyrimidine-7-carbonothioyl)-L-lysinate C(#N)CC(=O)N1C[C@@H]([C@@H](CC1)C)N(C=1C2=C(N=CN1)N(C=C2)C(=S)N[C@@H](CCCCN)C(=O)OC)C